N(=C=O)C1=CC=C(C=C1)N=C=O 1,4-Diisocyanatobenzol